N-((1S,2R)-1-(5-(tert-butoxy)pyridin-2-yl)-1-hydroxy-3-(pyrrolidin-1-yl)propan-2-yl)-2-(5-fluoro-2,3-dihydro-1H-inden-2-yl)acetamide C(C)(C)(C)OC=1C=CC(=NC1)[C@H]([C@@H](CN1CCCC1)NC(CC1CC2=CC=C(C=C2C1)F)=O)O